C(#N)C1=CC(=NC=C1)N1C=C(C2=C1N=CN=C2N2C[C@@H](N(C[C@H]2C)C(=O)OC(C)(C)C)C)C(F)(F)F tert-Butyl (2S,5R)-4-(7-(4-cyanopyridin-2-yl)-5-(trifluoromethyl)-7H-pyrrolo[2,3-d]pyrimidin-4-yl)-2,5-dimethylpiperazine-1-carboxylate